FC1(CN(CCC1)CC[C@@H](CC(=O)O)NC(=O)C1=NN(C(=C1)C1=C(C=CC=C1)C(F)(F)F)CC(C)C)F (3S)-5-(3,3-difluoropiperidin-1-yl)-3-{[1-(2-methylpropyl)-5-[2-(trifluoromethyl)phenyl]-1H-pyrazol-3-yl]formamido}pentanoic acid